O.[Ir](Cl)(Cl)(Cl)Cl.CNS(=O)(=O)C1=CSC=C1 3-methylaminosulfonyl-thiophene Iridium(IV) chloride hydrate